4'-[6-methoxy-1-oxo-2-(3-trifluoromethyl-benzyl)-1,2,3,4-tetrahydroisoquinoline-8-yloxy-methylene]-[1,1'-biphenyl]-2-carboxylic acid COC=1C=C2CCN(C(C2=C(C1)OC=C1CC=C(C=C1)C=1C(=CC=CC1)C(=O)O)=O)CC1=CC(=CC=C1)C(F)(F)F